N-[(2R)-1-[(7-amino-3-methyl-1,2,3-benzotriazol-5-yl)methoxy]propan-2-yl]-6-chloro-2-methylimidazo[1,2-b]pyridazine-3-carboxamide NC1=CC(=CC2=C1N=NN2C)COC[C@@H](C)NC(=O)C2=C(N=C1N2N=C(C=C1)Cl)C